N=1C=NN2C1C=CC(=C2)C(=O)N2C(CN(CC2)[C@H](C(=O)NC2=NC=C(N=C2)OC2=C(C=C(C=C2)F)F)C)(C)C (S)-2-(4-([1,2,4]triazolo[1,5-a]pyridine-6-carbonyl)-3,3-dimethylpiperazin-1-yl)-N-(5-(2,4-difluorophenoxy)pyrazin-2-yl)propanamide